FC=1C(=CC=2C3=C(NC(C2C1)=O)COCC3N(C(=O)C=3C=CC1=C(NC=N1)C3)C)F N-(8,9-difluoro-6-oxo-1,4,5,6-tetrahydro-2H-pyrano[3,4-c]isoquinolin-1-yl)-N-methyl-1H-benzo[d]imidazole-6-carboxamide